IC1=NC=CC(=N1)N1CCC(CC1)OC1CC(C1)OC1=NC=C(C=C1)C=1C=CC=2C3=C(N(C2C1)C)C=CN=C3 2-iodo-4-[4-[(1r,3r)-3-[(5-[5-methyl-5H-pyrido[4,3-b]indol-7-yl]pyridin-2-yl)oxy]cyclobutoxy]piperidin-1-yl]pyrimidine